The molecule is a cyclodepsipeptide isolated from the marine sponge Sidonops microspinosa and has been shown to exhibit anti-HIV-1 activity. It has a role as a metabolite and an anti-HIV-1 agent. It is a cyclodepsipeptide and an organosulfonic acid. CCC(C)(C)[C@@H](C(=O)N[C@H](CC1=CNC2=CC=CC=C21)C(=O)N[C@@H](CCCN=C(N)N)C(=O)N[C@H](CS(=O)(=O)O)C(=O)N[C@H]3[C@H](OC(=O)[C@H](NC(=O)[C@@H]4CCCN4C(=O)[C@H](NC(=O)[C@@H](N(C3=O)C)CCC(=O)N)C(C)C)CC(=O)O)C)NC(=O)[C@@H](C(C)(C)C)NC(=O)[C@@H]5CCCN5C(=O)C(C(C6=CC=C(C=C6)Br)O)NC(=O)[C@@H](C)NC=O